FC1=CC=CC=2C3CC[C@@]4(C(C[C@H](C4C3CCC12)CCC(=O)O)=O)C 3-((13S,15R)-4-fluoro-13-methyl-17-oxo-7,8,9,11,12,13,14,15,16,17-decahydro-6H-cyclopenta[a]phenanthren-15-yl)propanoic acid